COC1=C(C=C(C=C1)[C@@H](CC1=CC=CC=C1)\N=C(\C1=CC=C(C=C1)C(F)(F)F)/C#N)OCCCOC (R,Z)-N-(1-(4-methoxy-3-(3-methoxypropoxy)phenyl)-2-phenylethyl)-4-(trifluoromethyl)benzimidoyl cyanide